FC=1C=C(C#N)C=CC1C=1CCN(CC1)CC=1C(=C2NC(C=3N(C2=CC1)C=CC3)=O)F 3-fluoro-4-(1-((6-fluoro-4-oxo-4,5-dihydropyrrolo[1,2-a]quinoxalin-7-yl)methyl)-1,2,3,6-tetrahydropyridin-4-yl)benzonitrile